3-(benzothiazol-2-yl)-4'-(6,6-dimethyl-2-(4-nitrophenyl)-4,5,6,7-tetrahydro-2H-5,7-methanoindazol-3-yl)-1,1'-biphenyl-4-ol O-phenyl-thiocarbonate C1(=CC=CC=C1)S=C(O)OC1=C(C=C(C=C1)C1=CC=C(C=C1)C=1N(N=C2C3C(C(CC12)C3)(C)C)C3=CC=C(C=C3)[N+](=O)[O-])C=3SC1=C(N3)C=CC=C1